FC(S(=O)(=O)OC1=C(C=C2C(=NC=NC2=C1)NC1=C(C(=C(C=C1)Cl)Cl)F)[N+](=O)[O-])(F)F [4-(3,4-dichloro-2-fluoro-anilino)-6-nitro-quinazolin-7-yl] trifluoromethanesulfonate